BrC=1C=CC=C2C=C(N=CC12)N1CCOCC1 4-(8-bromoisoquinolin-3-yl)morpholine